5-((2-carbamoyl-4-chlorophenyl)amino)-3,3-dimethyl-5-oxopentanoic acid C(N)(=O)C1=C(C=CC(=C1)Cl)NC(CC(CC(=O)O)(C)C)=O